BrC1=CC(=CC(=C1C(=O)O)F)C(F)(F)F 6-bromo-2-fluoro-4-(trifluoromethyl)benzoic acid